C(COCOCC#N)#N 3,5-dioxapimelonitrile